OCCNCC(S(=O)(=O)O)C N-(2-hydroxyethyl)methyl-2-aminoethanesulfonic acid